2-carboxyethyl methacrylate C(C(=C)C)(=O)OCCC(=O)O